C=C(CCC(=O)O)CC(=O)O 4-methyleneadipic acid